(3-aminopropyl-carbamoyl)-2-(2-(4-fluorophenyl)butyrylamino)-4-methylthiophene-3-carboxylic acid methyl ester COC(=O)C1=C(SC(=C1C)C(NCCCN)=O)NC(C(CC)C1=CC=C(C=C1)F)=O